C(C)(=O)OC=1C(C(OC1C)C)=O 4-acetoxy-2,5-dimethyl-3(2H)-furanone